C(N)(=O)C=1C(=NN(C1)C1(C(CN(CC1)CC1=CC(=CC(=C1)O)F)F)CC#N)NC(OC)=O methyl N-[4-carbamoyl-1-[4-(cyanomethyl)-3-fluoro-1-[(3-fluoro-5-hydroxy-phenyl)methyl]-4-piperidyl]pyrazol-3-yl]carbamate